(3'-chloro-[1,1'-biphenyl]-3-yl)-4,6-diphenyl-1,3,5-triazine ClC=1C=C(C=CC1)C1=CC(=CC=C1)C1=NC(=NC(=N1)C1=CC=CC=C1)C1=CC=CC=C1